CSC=1N=CC2=C(N1)N(C(C=C2C#C[Si](C(C)C)(C(C)C)C(C)C)=O)C2CCC(CC2)NC(C)=O N-[(1r,4r)-4-[2-(methylsulfanyl)-7-oxo-5-[2-(triisopropylsilyl)ethynyl]pyrido[2,3-d]pyrimidin-8-yl]cyclohexyl]acetamide